tert-butyl (3-((1-(2-chloro-6-(3-chlorophenyl)pyridin-4-yl)ethyl)carbamoyl)-4-methylbenzyl)carbamate ClC1=NC(=CC(=C1)C(C)NC(=O)C=1C=C(CNC(OC(C)(C)C)=O)C=CC1C)C1=CC(=CC=C1)Cl